ClC(COC(NOC([C@H](\C=C\CC)C)=O)=O)(Cl)Cl.C1N(CC2=CC=CC=C12)C=1OC2=C(C=C(C=C2C(C1)=O)C)C(C)NC1=C(C=CC=C1)S(=O)(=O)NC(CC1=CC=CC=C1)=O N-[2-[1-(2-isoindolin-2-yl-6-methyl-4-oxo-chromen-8-yl)ethylamino]phenyl]sulfonyl-2-phenyl-acetamide 2,2,2-trichloroethyl-(S,E)-((2-methylhex-3-enoyl)oxy)carbamate